COC1=CC=2N(N=C1C1(CC1)C(F)(F)F)C(=CN2)C2=CC=CC(=N2)N[C@H]2CNCCC2 (R)-6-(7-methoxy-6-(1-(trifluoromethyl)cyclopropyl)imidazo[1,2-b]pyridazin-3-yl)-N-(piperidin-3-yl)pyridin-2-amine